ethyl-2,4-dioxo-1-phenylpiperidine-3-carboxylate C(C)OC(=O)C1C(N(CCC1=O)C1=CC=CC=C1)=O